C1(=CC=CC=C1)C(CC1=CC=CC=C1)OC(=O)N[C@H](C(=O)N[C@H](C(=O)OC)C[C@H]1C(NCC1)=O)CC(C)C methyl (2S)-2-((2S)-2-(((1,2-diphenylethoxy)carbonyl)amino)-4-methylpentanamido)-3-((S)-2-oxopyrrolidin-3-yl)propanoate